ClC=1C=NC(=NC1)OC=1C=CC=C2C=CN(C12)CCCC(F)(F)F 7-[(5-Chloropyrimidine-2-yl)oxy]-1-(4,4,4-trifluorobutyl)-1H-indole